methyl N-[4-(4-benzyl-1,5-dimethyl-pyrazol-3-yl)-6-chloro-pyrimidin-2-yl]-N-methoxycarbonyl-carbamate C(C1=CC=CC=C1)C=1C(=NN(C1C)C)C1=NC(=NC(=C1)Cl)N(C(OC)=O)C(=O)OC